4-((3,3-Difluoropyrrolidin-1-yl)methyl)-N'-(1,2,3,5,6,7-hexahydro-s-indacen-4-ylcarbamoyl)benzene-sulfonimidamide FC1(CN(CC1)CC1=CC=C(C=C1)S(=O)(N)=NC(NC1=C2CCCC2=CC=2CCCC12)=O)F